CC(CC)=O 2-butanon